C1(CC1)C=1SC(=CC1N(C(=O)N)S(N([C@@H]1CN(CCC1)C)C=1C=NN(C1)C)(=O)=O)C (2-cyclopropyl-5-methylthiophene-3-yl)-1-[(1-methyl-1H-pyrazol-4-yl)[(3S)-1-methylpiperidin-3-yl]sulfamoyl]urea